C1(CC1)CC=1C=CC(=C(C1)[C@@H](C(=O)O)N1C[C@@H](CC1)OCCCCCC1=NC=2NCCCC2C=C1)OC (S)-2-(5-(cyclopropylmethyl)-2-methoxyphenyl)-2-((R)-3-((5-(5,6,7,8-tetrahydro-1,8-naphthyridin-2-yl)pentyl)oxy)pyrrolidin-1-yl)acetic acid